ClC1=C(C=CC=C1F)C(C)OC=1C(=NC(=NC1)C(=O)N[C@H](C)\C=C\S(=O)(=O)C)C1C(C1)(F)F 5-(1-(2-chloro-3-fluorophenyl)ethoxy)-4-(2,2-difluorocyclopropyl)-N-((R,E)-4-(methylsulfonyl)but-3-en-2-yl)pyrimidine-2-carboxamide